C(C1=CC=CC=C1)[C@@H]1N(C(OC1)=O)C1=CC(=CC(=C1)C)C(C)Br (4S)-4-Benzyl-3-(3-(1-bromoethyl)-5-methylphenyl)oxazolidin-2-one